(R)-(6-cyclopropylpyrazolo[1,5-a]pyridin-3-yl)(4-(4-(trifluoromethyl)pyrazolo[1,5-a]pyridin-2-yl)-6,7-dihydro-1H-imidazo[4,5-c]pyridin-5(4H)-yl)methanone C1(CC1)C=1C=CC=2N(C1)N=CC2C(=O)N2[C@H](C1=C(CC2)NC=N1)C1=NN2C(C(=CC=C2)C(F)(F)F)=C1